2-cyclopropyl-N-[[5-(trifluoromethyl)-2-pyridyl]methyl]propan-1-amine C1(CC1)C(CNCC1=NC=C(C=C1)C(F)(F)F)C